(E)-N-(3-cyano-7-ethoxy-2-ethyl-4-(phenylamino)quinolin-6-yl)-4-(piperidin-1-yl)but-2-enamide C(#N)C=1C(=NC2=CC(=C(C=C2C1NC1=CC=CC=C1)NC(\C=C\CN1CCCCC1)=O)OCC)CC